C(C)(C)(C)C1=NC=CC(=C1)C1CCC2(CN(C2)C(=O)C2CC(C2)(C)O)CC1 (7-(2-(tert-Butyl)pyridin-4-yl)-2-azaspiro[3.5]nonan-2-yl)((1s,3s)-3-hydroxy-3-methylcyclobutyl)methanon